NC1=NC=CC(=C1C#CC1CCCC1)C=1C=C2C(=NNC2=CC1)N 5-(2-amino-3-(cyclopentylethynyl)pyridin-4-yl)-1H-indazol-3-amine